12-methoxy-5-thia-1,3,10,11-tetrazatricyclo[6.4.0.02,6]dodeca-2(6),3,7,11-tetraen-9-one COC1=NNC(C2=CC=3SC=NC3N12)=O